C(C)OCOC1=C(C=CC(=C1F)C#C)C1=NN=C(C2=CC=CC=C12)NC1CC(C1)(O)C (cis)-3-((4-(2-(ethoxymethoxy)-4-ethynyl-3-fluorophenyl)phthalazin-1-yl)amino)-1-methylcyclobutan-1-ol